C(C)[Si](CC)CC.C(C)[Si](CC)CC.[Li] lithium bis(triethylsilicon)